(S)-N-((R)-1-(3-chloro-2,4-difluorophenyl)-2-cyclohexylethyl)-2-oxoimidazolidine-4-carboxamide ClC=1C(=C(C=CC1F)[C@@H](CC1CCCCC1)NC(=O)[C@H]1NC(NC1)=O)F